BrC1=CN=CC=2NC([C@H](N(C21)C)C(C)C)=O (R)-8-Bromo-2-isopropyl-1-methyl-1,4-dihydropyrido[3,4-b]pyrazin-3(2H)-one